(S)-5-nitro-6-((oxetan-2-ylmethyl)amino)2-pyridinecarboxylic acid methyl ester COC(=O)C1=NC(=C(C=C1)[N+](=O)[O-])NC[C@H]1OCC1